2-((5-(oxazol-4-yl)pyridin-2-yl)methyl)oxazole-4-carboxylic acid O1C=NC(=C1)C=1C=CC(=NC1)CC=1OC=C(N1)C(=O)O